4-(5-Chloro-2-((1-methyl-1H-pyrazol-4-yl)amino)pyrimidin-4-yl)-N-(2-cyano-2-methylpropyl)benzamide ClC=1C(=NC(=NC1)NC=1C=NN(C1)C)C1=CC=C(C(=O)NCC(C)(C)C#N)C=C1